CN(C(C)=O)CC1=CC=C(CN2C(N(C3=C2C=CC=C3)C(=O)OC(C)(C)C)=O)C=C1 tert-butyl 3-(4-((N-methylacetamido)methyl)benzyl)-2-oxo-2,3-dihydro-1H-benzo[d]imidazole-1-carboxylate